FC1=CC(=CC=2C(=NOC21)C)C(=O)O 7-fluoro-3-methyl-1,2-benzisoxazole-5-carboxylic acid